NC1=C(C=2C(=NC(=C(C2)C)C)N1C1=C(C(=CC=C1C)O)C)C(=O)N1C[C@@H](CCC1)O (R)-(2-amino-1-(3-hydroxy-2,6-dimethylphenyl)-5,6-dimethyl-1H-pyrrolo[2,3-b]pyridin-3-yl)(3-hydroxypiperidin-1-yl)methanone